ClC=1C(=NC(=NC1)NC1=CC(=C(C=C1)F)[N+](=O)[O-])NC=1C=C(C=CC1OC)NC(C)=O N-(3-((5-chloro-2-((4-fluoro-3-nitrophenyl)amino)pyrimidin-4-yl)amino)-4-methoxyphenyl)acetamide